CC1(OB(OC1(C)C)C=1C=NN(C1)C1CN(C1)C(=O)OCC1=CC=CC=C1)C benzyl 3-[4-(4,4,5,5-tetramethyl-1,3,2-dioxaborolan-2-yl)pyrazol-1-yl]azetidine-1-carboxylate